FC(C(C(OC=C(C(F)F)F)(F)F)(F)F)(F)F 1,1,1,2,2,3,3-heptafluoro-3-(2,3,3-trifluoroprop-1-enoxy)propane